C(C)(=O)OCC12C(CCC(C1(C)C)C2)C acetoxymethyl-pinane